ClC=1C=C2C(=CN1)N(C(=C2)C=2C(=NC=CC2OC)OC)C 3-{5-chloro-1-methylpyrrolo[2,3-c]pyridin-2-yl}-2,4-dimethoxypyridine